sodium aluminum diphosphate [O-]P([O-])(=O)OP(=O)([O-])[O-].[Al+3].[Na+]